C(C1=CC=CC=C1)O[C@]1(C2=NN=C(C3=C(C=C(C(OC(CC=CCC1)C1CC1)=N3)C(F)(F)F)[N+](=O)[O-])O2)C(F)(F)F (6R)-6-benzyloxy-12-cyclopropyl-17-nitro-6,15-bis(trifluoromethyl)-13,19-dioxa-3,4,18-triazatricyclo[12.3.1.12,5]nonadeca-1(17),2,4,9,14(18),15-hexa-ene